C(C(C)C)C=1C=CC(=C(C1)N1CCN(CC1)CC=1N=C2N(C(C1)=O)C(=CC=C2)C)C=2N=NNN2 2-[[4-[5-isobutyl-2-(2H-tetrazol-5-yl)-phenyl]piperazin-1-yl]methyl]-6-methyl-pyrido[1,2-a]pyrimidin-4-one